COC(=O)C1NNCCC1 hexahydropyridazine-3-carboxylic acid methyl ester